C(#N)C=1C(=NC2=C(C=CC=C2C1)C)SCC(=O)NC1=CC=C(C=C1)F 2-((3-cyano-8-methylquinolin-2-yl)thio)-N-(4-fluorophenyl)acetamide